C(C)(C)(C)OC(=O)N1CCC(=CC1)C=1C=NC(=CC1)[N+](=O)[O-] 6-nitro-3',6'-dihydro-[3,4'-bipyridine]-1'(2'H)-carboxylic acid tert-butyl ester